2-methyl-4-(2-(pyridin-4-yl)-4-(2,8-diazaspiro[4.5]decan-8-yl)pyrido[3,4-d]pyrimidin-8-yl)but-3-yn-2-ol CC(C)(C#CC1=NC=CC2=C1N=C(N=C2N2CCC1(CCNC1)CC2)C2=CC=NC=C2)O